ClC1=NC=C(C(=C1)C1=C(C=NC(=C1)C)C(=O)NC=1SC(=NN1)O[C@H]1C[C@@H](CC1)OC)OC |r| rac-2'-chloro-5'-methoxy-N-(5-(((1R,3R)-3-methoxycyclopentyl)oxy)-1,3,4-thiadiazol-2-yl)-6-methyl-(4,4'-bipyridine)-3-carboxamide